ClC1=CC=C(C=C1)C(C(C(=NO)N)F)O 3-(4-chlorophenyl)-2-fluoro-N',3-dihydroxypropionamidine